BrC=1C=CC(=C2CCCC12)N1CCN(CC1)C(=O)OC(C)(C)C tert-Butyl 4-(7-bromo-2,3-dihydro-1H-inden-4-yl)piperazine-1-carboxylate